3-isopropyl-6-(piperidin-3-ylthio)-N-(3-(trifluoromethoxy)phenyl)imidazo[1,2-b]pyridazin-8-amine C(C)(C)C1=CN=C2N1N=C(C=C2NC2=CC(=CC=C2)OC(F)(F)F)SC2CNCCC2